iridium(III) tris(phenylbenzoxazole) C1(=CC=CC=C1)C=1OC2=C(N1)C=CC=C2.C2(=CC=CC=C2)C=2OC1=C(N2)C=CC=C1.C1(=CC=CC=C1)C=1OC2=C(N1)C=CC=C2.[Ir+3]